2-(4-chlorobenzoylamino)-3-(1,2-dihydro-2-oxo-4-quinolyl)propionic acid ClC1=CC=C(C(=O)NC(C(=O)O)CC2=CC(NC3=CC=CC=C23)=O)C=C1